tetramethoxymethane tetraacrylate C(C=C)(=O)O.C(C=C)(=O)O.C(C=C)(=O)O.C(C=C)(=O)O.COC(OC)(OC)OC